[Pd].C(C)(C)(C)P(C1=CC(=CC=C1)CC)C(C)(C)C (di-tert-butyl-(3-ethylphenyl)phosphine) palladium